N-(5-((2-(2,2-dimethylcyclopentyl)ethyl)carbamoyl)-2-methylpyridin-3-yl)-2-(1-methyl-1H-pyrazol-4-yl)-1H-pyrrolo[2,3-b]pyridine-5-carboxamide CC1(C(CCC1)CCNC(=O)C=1C=C(C(=NC1)C)NC(=O)C=1C=C2C(=NC1)NC(=C2)C=2C=NN(C2)C)C